5,4'-dihydroxy-3,6,7-trimethoxyflavone OC1=C2C(C(=C(OC2=CC(=C1OC)OC)C1=CC=C(C=C1)O)OC)=O